tert-butyl (2-amino-4-fluoro-5-(4-methylpiperazin-1-yl)phenyl)carbamate NC1=C(C=C(C(=C1)F)N1CCN(CC1)C)NC(OC(C)(C)C)=O